2,6-Dihydroxyadamantan OC1C2CC3C(C(CC1C3)C2)O